C(CCCCCCC\C=C/CCCCCC)(=O)[O-] cis-palmitoleate